2-(4-((4-methoxybenzyl)oxy)-2-methylpyridin-3-yl)-6-methylpyridin-4-amine COC1=CC=C(COC2=C(C(=NC=C2)C)C2=NC(=CC(=C2)N)C)C=C1